FC(COC1=C(C=C(C(=N1)OC)C=1C(=NC=2C=CC=C(C2C1)S(=O)(=O)N)OC)F)F [6-(2,2-difluoroethoxy)-5-fluoro-2-methoxy-3-pyridinyl]-2-methoxy-quinoline-5-sulfonamide